C1(CC1)C1(CC(=NC(=C1)C(C)C1=CC=CC=C1)C(=O)NC)C(=O)N 4-cyclopropyl-N2-methyl-6-(1-phenylethyl)pyridine-2,4-dicarboxamide